CC1(OCC(O1)C1=C2C(=NN(C2=CC=C1)C1=CC=C(C=C1)S(F)(F)(F)(F)F)C#N)C 4-(2,2-dimethyl-1,3-dioxolan-4-yl)-1-[4-(pentafluoro-lambda6-sulfanyl)phenyl]indazole-3-carbonitrile